ethyl 2-methoxycyanoacetate COC(C(=O)OCC)C#N